BrC=1N=NNC1 4-bromo-1H-1,2,3-triazole